ClC1=CC2=C(N=C(O2)OC2=CC=C(OC(C(=O)Cl)C)C=C2)C=C1 2-(4-((6-chlorobenzo[d]oxazole-2-yl)oxy)phenoxy)propionyl chloride